NC=1C(=CC(=C(C1)NC(OC(C)(C)C)=O)OC)N1CCOCC1 tert-Butyl (5-amino-2-methoxy-4-morpholinophenyl)carbamate